ClC1=CC=C(C=C1)[C@H]1[C@@H](CN(C=C1)C(=O)OC(C)(C)C)[N+](=O)[O-] (3S,4S)-tert-butyl 4-(4-chlorophenyl)-3-nitro-3,4-dihydropyridine-1(2H)-carboxylate